2-(tert-butoxycarbonyl)-4-cyano-4-methyl-1,2,3,4-tetrahydroisoquinoline-6-carboxylic acid C(C)(C)(C)OC(=O)N1CC2=CC=C(C=C2C(C1)(C)C#N)C(=O)O